C(=O)(OC(C)(C)C)NC(=O)OCCCCN1C2=C(N(C(C3=C1C=C(C=C3)Cl)=O)CCOCCOC)C=CC=C2 tert-butyl {4-[3-chloro-10-[2-(2-methoxyethoxy)ethyl]-11-oxo-10,11-dihydro-5H-dibenzo[b,e][1,4]diazepin-5-yl]butyl} imidodicarbonate